FC1=C(OC=2N=C(SC2C)C(=O)O)C=CC(=C1)N1N=C2N(C1=O)[C@@H](CC2)C2=CC=CC=C2 (S)-4-(2-fluoro-4-(3-oxo-5-phenyl-6,7-dihydro-3H-pyrrolo[2,1-c][1,2,4]triazol-2(5H)-yl)phenoxy)-5-methylthiazole-2-carboxylic acid